ClCC(CC(=O)N)=O 4-chloroacetoacetamide